NCN1C=NC=C1 (R or S)-1-Aminomethylimidazole